Octan-6-one CCCCCC(CC)=O